4-(4-acetyl-1-piperazinyl)phenyl-boronic acid C(C)(=O)N1CCN(CC1)C1=CC=C(C=C1)B(O)O